C(C)(C)(C)N1N=CC(=C1)C(=O)NCC1=NC(=NO1)N1N=C2C(=CC=CC2=C1[C@H]1OC1)N[C@H]1[C@H](CN(CC1)C)F 1-(tert-butyl)-N-((3-(7-(((3S,4R)-3-fluoro-1-methylpiperidin-4-yl)amino)-3-((R)-oxiran-2-yl)-2H-indazol-2-yl)-1,2,4-oxadiazol-5-yl)methyl)-1H-pyrazole-4-carboxamide